4-((1-methyl-1H-pyrazol-4-yl)oxy)piperidine hydrochloride Cl.CN1N=CC(=C1)OC1CCNCC1